C1(CC1)C1=C(C(=NO1)C1=C(C=NC=C1Cl)Cl)/C=C/C1CCN(CC1)C=1C=C2C=CN=C(C2=CC1)C(=O)O (E)-6-(4-(2-(5-cyclopropyl-3-(3,5-dichloropyridin-4-yl)isoxazol-4-yl)vinyl)piperidin-1-yl)isoquinoline-1-carboxylic acid